ClC1=NC(=NC(=N1)C1=CC=CC=C1)C1=CC=CC=2SC3=C(C21)C=C(C=C3)C3=CC=CC=C3 2-chloro-4-phenyl-6-(8-phenyldibenzo[b,d]thiophen-1-yl)-1,3,5-triazine